ClC=1C=C(CNC(=O)[C@]2(C=3C=CC=NC3[C@H](CC2)O)F)C=CC1F (5S,8S)-N-(3-chloro-4-fluorobenzyl)-5-fluoro-8-hydroxy-5,6,7,8-tetra-hydroquinoline-5-carboxamide